C(C)N1CCN(CC1)C1=CC=C(C=C1)C1=CC(C=2C(=C3C=CC(OC3=CC2OC)(C)C)O1)=O 2-(4-(4-ethylpiperazin-1-yl)phenyl)-5-methoxy-8,8-dimethyl-4H,8H-pyrano[2,3-f]chromen-4-one